BrC1=NO[C@@H](C1)C1=CC(=C(C=C1)C)OC1=CC(=CC=C1)C(F)(F)F (5S)-3-bromo-5-[4-methyl-3-[3-(trifluoromethyl)phenoxy]phenyl]-4,5-dihydroisoxazole